C(C)[N+](CCO)(CC)CC N,N,N-triethyl-2-hydroxy-ethanaminium